4-CYCLOPROPYL-N-(2-METHYL-1-OXO-1,2-DIHYDROISOQUINOLIN-6-YL)-3-PHENYLISOTHIAZOLE-5-CARBOXAMIDE C1(CC1)C=1C(=NSC1C(=O)NC=1C=C2C=CN(C(C2=CC1)=O)C)C1=CC=CC=C1